(dimethylphenylsilylcyclopentadienyl)trimethyl-platinum(IV) C[Si](C1=CC=CC=C1)(C)C1(C=CC=C1)[Pt](C)(C)C